1-(1H-benzo[d]imidazol-5-yl)-5-(2-fluoro-5-(trifluoromethyl)phenyl)imidazolidin-2-one N1C=NC2=C1C=CC(=C2)N2C(NCC2C2=C(C=CC(=C2)C(F)(F)F)F)=O